8'-chloro-1'-[trans-4-(piperidin-1-ylmethyl)cyclohexyl]-4'H,6'H-spiro[1,3-dioxolane-2,5'-[1,2,4]triazolo[4,3-a][1]benzazepine] ClC=1C=CC2=C(CC3(CC=4N2C(=NN4)[C@@H]4CC[C@H](CC4)CN4CCCCC4)OCCO3)C1